2-(4-(3-fluoro-5-methoxy-4-((1-trityl-1H-1,2,4-triazol-3-yl)methoxy)phenyl)-3-methyl-2-oxo-6-(trifluoromethyl)-2,3-dihydro-1H-benzo[d]imidazol-1-yl)-N-(4-(methylthio)phenyl)acetamide FC=1C=C(C=C(C1OCC1=NN(C=N1)C(C1=CC=CC=C1)(C1=CC=CC=C1)C1=CC=CC=C1)OC)C1=CC(=CC=2N(C(N(C21)C)=O)CC(=O)NC2=CC=C(C=C2)SC)C(F)(F)F